1-(5-chloro-6-fluoro-4-methyl-2-oxo-1-{[2-(trimethylsilyl)ethoxy]methyl}quinolin-3-yl)cyclopropane-1-carboxylic acid ClC1=C2C(=C(C(N(C2=CC=C1F)COCC[Si](C)(C)C)=O)C1(CC1)C(=O)O)C